1-(4-(2,6-dioxopiperidin-3-yl)-2-fluorophenyl)-2-oxopiperidine-4-carbaldehyde O=C1NC(CCC1C1=CC(=C(C=C1)N1C(CC(CC1)C=O)=O)F)=O